N-(cis-2-((3-phenyl-1H-pyrazol-1-yl)methyl)piperidin-3-yl)methanesulfonamide tert-Butyl-N-[(2R)-2-(2-chloropyrimidin-5-yl)-2-fluoroethyl]carbamate C(C)(C)(C)OC(NC[C@H](F)C=1C=NC(=NC1)Cl)=O.C1(=CC=CC=C1)C1=NN(C=C1)C[C@@H]1NCCC[C@@H]1NS(=O)(=O)C